F[B-](F)(F)F.[Rh+].C12=CC=C(CC1)C2.C21=CC=C(CC2)C1 Bis(norbornadiene) rhodium (I) tetrafluoroborate